N5-[[2-[(2-methyl-5,6,7,8-tetrahydroimidazo[1,2-a]pyridin-7-yl)methoxy]-4-pyridyl]methyl]isoquinoline-1,5-diamine CC=1N=C2N(CCC(C2)COC2=NC=CC(=C2)CNC=2C=3C=CN=C(C3C=CC2)N)C1